(5-(3,5-difluorophenyl)-4,5-dihydro-1H-pyrazol-1-yl)(3-((5-fluoro-1H-benzo[d]-imidazol-1-yl)methyl)-bicyclo[1.1.1]pentan-1-yl)methanone FC=1C=C(C=C(C1)F)C1CC=NN1C(=O)C12CC(C1)(C2)CN2C=NC1=C2C=CC(=C1)F